O=C1N(C2=C(C=NC=C2)N1C1=CC=C(C=C1)OC1=CC=C(C=C1)C(F)(F)F)C=1C=C(C=CC1)NC(C=C)=O N-(3-(2-oxo-3-(4-(4-(trifluoromethyl)phenoxy)phenyl)-2,3-dihydro-1H-imidazo[4,5-c]pyridin-1-yl)phenyl)acrylamide